BrC1=CC=C2C(=N1)NC=C2S(=O)(=O)NC2=NC(=C(C(=N2)OC)OC(F)F)OC 6-bromo-N-[5-(difluoromethoxy)-4,6-dimethoxy-pyrimidin-2-yl]-1H-pyrrolo[2,3-b]pyridine-3-sulfonic acid amide